isopropyl 2-(3-fluorophenyl)-4-oxo-1,4-dihydroquinoline-6-carboxylate FC=1C=C(C=CC1)C=1NC2=CC=C(C=C2C(C1)=O)C(=O)OC(C)C